C1(CCC1)OC=1C=NC=CN1 3-cyclobutoxypyrazin